4-hydroxy-3-[(phenylimino)methyl]-benzenesulfonic acid OC1=C(C=C(C=C1)S(=O)(=O)O)C=NC1=CC=CC=C1